[6-(3-cyclopropyl-1H-1,2,4-triazol-5-yl)-2-azaspiro[3.3]heptan-2-yl]-[(6R)-6-(4-triflylbenzyl)-2-azaspiro[3.4]octan-2-yl]methanone C1(CC1)C1=NNC(=N1)C1CC2(CN(C2)C(=O)N2CC3(C2)C[C@H](CC3)CC3=CC=C(C=C3)S(=O)(=O)C(F)(F)F)C1